C(CCC)C(C(=O)OCCCCCC(=O)OCC(CO)(COC(CCCCCOC(C(CCCCCC)CCCC)=O)=O)COC(CC12CC3CC(CC(C1)C3)C2)=O)CCCCCC [6-[2-[[2-(1-adamantyl)acetyl]oxymethyl]-2-[6-(2-butyloctanoyloxy)hexanoyloxymethyl]-3-hydroxypropoxy]-6-oxo-hexyl] 2-butyloctanoate